COC=1C=C(C=NC1)NC(=O)C1=NC2=NC=3C=CC=CC3N2C=C1 N-(5-methoxypyridin-3-yl)-1,8,10-triazatricyclo[7.4.0.02,7]trideca-2(7),3,5,8,10,12-hexaene-11-carboxamide